(2-fluoro-5-methoxy-phenyl)methanamine FC1=C(C=C(C=C1)OC)CN